ClC=1C(=NN(C1NC(=O)N[C@@H]1CN(C[C@H]1C1=CC=C(C=C1)F)CCOC)C1=CC=CC=C1)C1CCOCC1 1-(4-chloro-1-phenyl-3-(tetrahydro-2H-pyran-4-yl)-1H-pyrazol-5-yl)-3-((3S,4R)-4-(4-fluorophenyl)-1-(2-methoxyethyl)pyrrolidin-3-yl)urea